1-bromo-N-((1r,4r)-4-((2,2,2-trifluoroethyl)amino)cyclohexyl)imidazo[1,5-a]pyridine-3-carboxamide BrC=1N=C(N2C1C=CC=C2)C(=O)NC2CCC(CC2)NCC(F)(F)F